[N+](=O)([O-])C1=C(C=CC=C1)COC(=O)N1CCC(CC1)OC(C(=C)C)=O 4-methacryloxypiperidine-1-carboxylic acid 2-nitrophenylmethyl ester